1-(3,5-dimethoxyphenyl)-1H-imidazol-4-amine COC=1C=C(C=C(C1)OC)N1C=NC(=C1)N